BrC=1C=C(C=C2CCC\C(\C12)=N/O)Cl (E)-8-bromo-6-chloro-3,4-dihydronaphthalen-1(2H)-one oxime